FC1=C(N)C=CC=C1CN1C(OC2=C(C=CC(=C2)OC=2OC=CN2)C12CCC2)=O 2-fluoro-3-({7-(1,3-oxazol-2-yloxy)-2-oxo-2H,3H-spiro[1,3-benzoxazine-4,1'-cyclobutan]-3-yl}methyl)aniline